1-{2-[1-ethyl-6,8-difluoro-7-(3,4-dimethylpiperazin-1-yl)-quinolin-4(1H)-one-3-yl]-1,3,4-thiadiazol-5-yl}-3-[1-ethyl-6-fluoro-7-chloro-[1,8]naphthyridin-4(1H)-one-3-yl]-urea C(C)N1C=C(C(C2=CC(=C(C(=C12)F)N1CC(N(CC1)C)C)F)=O)C=1SC(=NN1)NC(=O)NC1=CN(C2=NC(=C(C=C2C1=O)F)Cl)CC